C[C@@]1([C@H](O)[C@H](O)C(=C)O1)N1C(=O)NC(=O)C=C1 4',5'-didehydro-5'-deoxy-1'-C-methyluridine